C(#N)C1=CC=C(C(=O)NC2(CCC2)C2=CC=C(C=C2)C=2C(=NC(=CC2)OC)C)C=C1 4-cyano-N-(1-(4-(6-methoxy-2-methylpyridin-3-yl)phenyl)cyclobutyl)benzamide